N-(6-chloropyridin-3-yl)-6-((3-(difluoromethyl)oxetan-3-yl)methoxy)isoquinolin-1-amine ClC1=CC=C(C=N1)NC1=NC=CC2=CC(=CC=C12)OCC1(COC1)C(F)F